O=C(/C=C/C(=O)O)C (E)-4-oxopent-2-enoic acid